N-[(2-amino-3-pyridyl)sulfonyl]-6-chloro-2-[(4s)-2,2,4-trimethylpyrrolidin-1-yl]pyridine-3-carboxamide NC1=NC=CC=C1S(=O)(=O)NC(=O)C=1C(=NC(=CC1)Cl)N1C(C[C@@H](C1)C)(C)C